2-(2,2-bis((allyloxy)methyl)butoxy)-N,N-dimethylethan-1-amine C(C=C)OCC(COCCN(C)C)(CC)COCC=C